N1(CCC1)C(=O)[C@@H]1CC[C@H](CO1)NC(OC(C)(C)C)=O Tert-butyl [(3R,6S)-6-(azetidin-1-ylcarbonyl)tetrahydro-2H-pyran-3-yl]carbamate